methyl cis-2-(((1-(3-fluorophenyl)piperidin-4-yl)oxy)methyl)-3-((methylsulfonyl)amino)piperidine-1-carboxylate FC=1C=C(C=CC1)N1CCC(CC1)OC[C@@H]1N(CCC[C@@H]1NS(=O)(=O)C)C(=O)OC